CC(CC(=O)O)(CC(=O)O)C1=CC=C(C=C1)[N+](=O)[O-] 3-methyl-3-(4-nitrophenyl)pentanedioic acid